NC1=NC(=C(C=2N1C(N(N2)CC(=O)OCC)=O)C2=CC(=NC(=C2)C)C)C2=CC=CC=C2 ethyl 2-(5-amino-8-(2,6-dimethylpyridin-4-yl)-3-oxo-7-phenyl-[1,2,4]triazolo[4,3-c]pyrimidin-2(3H)-yl)acetate